BrC=1C=C2CCN(CC2=CC1)C(=O)OCCCC butyl 6-bromo-3,4-dihydroisoquinoline-2(1H)-carboxylate